1,4-Cyclohexanedimethanol bis-oxalate lithium [Li+].C(C(=O)[O-])(=O)[O-].C(C(=O)[O-])(=O)[O-].C1(CCC(CC1)CO)CO.[Li+].[Li+].[Li+]